N1C[C@@H](CCC1)NC1=NC=CC(=N1)C1=CN=C2N1C=C(C=C2)C(C)(C)O (R)-2-(3-(2-(piperidin-3-ylamino)pyrimidin-4-yl)imidazo[1,2-a]pyridin-6-yl)propan-2-ol